ClC=1C=C(C=CC1)C1CC=CC2=CC=CC=C12 4-(3-chlorophenyl)-3,4-dihydronaphthalen